ClC1=C(C(=CC=C1)F)NC(C1=C(C=C(C(=C1)F)C=1SC2=C(CNCC2)N1)O[C@H](C(F)(F)F)C)=O (S)-N-(2-chloro-6-fluorophenyl)-5-fluoro-4-(4,5,6,7-tetrahydrothiazolo[4,5-c]pyridin-2-yl)-2-((1,1,1-trifluoropropan-2-yl)oxy)benzamide